C(C)(=O)N1CC(C1)(F)CN1N=C2C3=C(CCC2=C1)OC(=C3C)C(=O)NC[C@H]3OCCC3 2-[(1-acetyl-3-fluoroazetidin-3-yl)methyl]-8-methyl-N-[(2S)-tetrahydrofuran-2-ylmethyl]-4,5-dihydro-2H-furo[2,3-g]indazole-7-carboxamide